Chlorotetrafluoroethane C(C(F)(F)F)(F)Cl